BrC=1C(=NC(=CC1)C)CBr bromo-2-(bromomethyl)-6-methylpyridine